2-vinyl-4,4-diethyl-1,3-oxazolin-5-one C(=C)C=1OC(C(N1)(CC)CC)=O